Ethyl (R)-4-(((2S,4aR,6R,7S,7aS)-6-(4-amino-2-oxopyrimidin-1(2H)-yl)-7-fluoro-2-oxidotetrahydro-4H-thieno[3,2-d][1,3,2]dioxaphosphinin-2-yl)oxy)-2-methylbutanoate NC1=NC(N(C=C1)[C@H]1[C@H]([C@@H]2O[P@@](OC[C@H]2S1)(=O)OCC[C@H](C(=O)OCC)C)F)=O